2-(5-vinyl-5-methyloxypenta-2-yl)propan-2-ol C(=C)C(CCC(C)C(C)(C)O)OC